OC1=C2C(=C3C(=C(C(OC3=C1C=O)=O)CC(=O)N1CCOCC1)C)OCO2 4-hydroxy-9-methyl-8-(2-morpholino-2-oxoethyl)-7-oxo-7H-[1,3]dioxolo[4,5-f]chromene-5-carbaldehyde